FC1=CC(=C(C=C1C=1C=NN(C1)C)N1C=C(C(=CC1=O)C(F)(F)F)C(=O)N)N1C[C@H](N([C@H](C1)C)C)C (4-fluoro-5-(1-methyl-1H-pyrazol-4-yl)-2-(cis-3,4,5-trimethylpiperazin-1-yl)phenyl)-6-oxo-4-(trifluoromethyl)-1,6-dihydropyridine-3-carboxamide